Thien-1-ylBoric acid S1(C=CC=C1)OB(O)O